Cl.FC(C=1C=C(C=CC1)NC(C1=CC=CC=C1)=O)(F)F N-(3-(trifluoromethyl)phenyl)benzamide hydrochloride